2-methyl-N-(6-(5-methyl-1,3,4-thiadiazol-2-yl)isoquinolin-3-yl)-2-azaspiro[3.3]heptane-6-carboxamide CN1CC2(C1)CC(C2)C(=O)NC=2N=CC1=CC=C(C=C1C2)C=2SC(=NN2)C